OC(C)(C)C=1C=C(C(N(N1)C1=C(C=CC=C1)OCC(F)(F)F)=O)C(=O)NC1=CC=C(C=C1)C(C)(C)O 6-(2-hydroxypropan-2-yl)-N-[4-(2-hydroxypropan-2-yl)phenyl]-3-oxo-2-[2-(2,2,2-trifluoroethoxy)phenyl]-2,3-dihydropyridazine-4-carboxamide